tert-butyl 6-(1-hydroxyl-phenylethyl)-2-azaspiro[3.3]heptane-2-carboxylate OC1(CC=CC=C1)CCC1CC2(CN(C2)C(=O)OC(C)(C)C)C1